ethyl 4-(1,1-difluoroethyl)picolinate FC(C)(F)C1=CC(=NC=C1)C(=O)OCC